CC(CCCN1C(=O)C2C3C=CC(C2C1=O)C3)CCCCC N-(4-methylnonyl)-bicyclo[2.2.1]Hept-5-ene-2,3-dicarboximide